NC=1C2=C(N=CN1)N(C(=C2C2=CC=C(C=C2)OC2=CC=CC=C2)C#CC2(CC1(CN(C1)C(\C=C\CN(C)C)=O)C2)O)C (E)-1-(6-((4-amino-7-methyl-5-(4-phenoxyphenyl)-7H-pyrrolo[2,3-d]pyrimidin-6-yl)ethynyl)-6-hydroxy-2-azaspiro[3.3]heptan-2-yl)-4-(dimethylamino)but-2-en-1-one